C1(CC1)C1=CC=C(C=C1)C=1C=C(C(=NC1)Cl)CSCC 5-(4-cyclopropylphenyl)-3-(ethylsulfanyl)methylpyridinyl chloride